trans-3-[(5-chloro-2-fluorobenzyl)oxy]-N-{2-fluoro-3-[6-oxo-4-(trifluoromethyl)-1,6-dihydropyrimidin-2-yl]-4-(trifluoromethyl)benzyl}cyclobutane-1-carboxamide ClC=1C=CC(=C(CO[C@@H]2C[C@H](C2)C(=O)NCC2=C(C(=C(C=C2)C(F)(F)F)C=2NC(C=C(N2)C(F)(F)F)=O)F)C1)F